2,3-dihydro-1H-isoindole-4-carboxylic acid amide C1NCC=2C(=CC=CC12)C(=O)N